4-[5-chloranyl-2-[2-[2-methyl-4-oxidanylidene-6-(1-piperidyl)-5,6,7,8-tetrahydroquinazolin-3-yl]ethoxy]phenyl]-2-methyl-pyrrolo[1,2-b]pyridazine-7-carboxylate ClC=1C=CC(=C(C1)C=1C=2N(N=C(C1)C)C(=CC2)C(=O)[O-])OCCN2C(=NC=1CCC(CC1C2=O)N2CCCCC2)C